N-hydroxy-1-tetrahydropyran-2-yl-indazole-4-carboxamidine ONC(=N)C=1C=2C=NN(C2C=CC1)C1OCCCC1